C(C)C(CCC)N1C(=O)C2C3C=CC(C2C1=O)C3 N-(1-ethylbutyl)-bicyclo[2.2.1]Hept-5-ene-2,3-dicarboximide